FC1(CN(CCC1)CC[C@@H](CC(=O)O)NC(=O)C1=NN(C(=C1)C1=C(C=CC=C1)C(F)(F)F)C1=NC=CC=N1)F (3S)-5-(3,3-difluoropiperidin-1-yl)-3-{[1-(pyrimidin-2-yl)-5-[2-(trifluoromethyl)phenyl]-1H-pyrazol-3-yl]formamido}pentanoic acid